C(C)(C)(C)OC(=O)N1CCCC=2C=CC(=NC12)CCCCC(=O)O 5-(8-(tert-Butoxycarbonyl)-5,6,7,8-tetrahydro-1,8-naphthyridin-2-yl)pentanoic acid